O=C1NC(CCC1N1C(C2=CC=C(C=C2C1=O)NS(=O)(=O)C=1C(=NOC1C)C)=O)=O N-(2-(2,6-dioxo-piperidin-3-yl)-1,3-dioxoisoindolin-5-yl)-3,5-dimethyl-isoxazole-4-sulfonamide